(3-methoxy-4-nitrophenyl)phospholane 1-oxide COC=1C=C(C=CC1[N+](=O)[O-])P1(CCCC1)=O